SCCC1SCC(SC1)S 2,5-dimercaptoethyl-1,4-Dithiane